Cl.C[C@@H]1N(CCNC1)C1=CC=CC(=N1)S(=O)(=O)NC1=NC(=C(C=C1)C(F)(F)F)C1=C(C=CC=C1)C (S)-6-(2-methylpiperazin-1-yl)-N-(6-(o-tolyl)-5-(trifluoromethyl)pyridin-2-yl)pyridine-2-sulfonamide hydrochloride